5,5-diphenyl-4-pentenal C1(=CC=CC=C1)C(=CCCC=O)C1=CC=CC=C1